FC(CN(CC[C@@H](C(=O)O)NC1=NC=NC2=CC=CC=C12)CCOC)(CCC1=NC=2NCCCC2C=C1)F (S)-4-((2,2-difluoro-4-(5,6,7,8-tetrahydro-1,8-naphthyridin-2-yl)butyl)(2-methoxyethyl)amino)-2-(quinazolin-4-ylamino)butanoic acid